COC=1C=CC(=NC1)CN1C=2N(C(C=C1C)=O)N=C(C2N2CCCCC2)C2=CC=CC=C2 ((5-methoxypyridin-2-yl)methyl)-5-methyl-2-phenyl-3-(piperidin-1-yl)pyrazolo[1,5-a]pyrimidin-7(4H)-one